[Cu].[Ru].[Pd] palladium-ruthenium-copper